tert-butyl 7-(7-bromo-6-fluoro-2-(((2R,7aS)-2-fluorotetrahydro-1H-pyrrolizin-7a(5H)-yl)methoxy)quinazolin-4-yl)-4,7-diazaspiro[2.5]octane-4-carboxylate BrC1=C(C=C2C(=NC(=NC2=C1)OC[C@]12CCCN2C[C@@H](C1)F)N1CCN(C2(CC2)C1)C(=O)OC(C)(C)C)F